C(C)C1=C(N=C(C(=N1)C(=O)N)NC1=CC(=CC=C1)[C@H](CNC(CN(C(C=C)=O)C)=O)C)CC(C)C (R)-6-ethyl-5-isobutyl-3-((3-(1-(2-(N-methylacrylamido)acetamido)propan-2-yl)phenyl)amino)pyrazine-2-carboxamide